2,5-Dimethyl-N-phenyl-6-azapentalen CC=1C=C2N(C(C=C2C1)C)C1=CC=CC=C1